Cl.Cl.N(C1=CC=CC=C1)C1=NC=C2N(C(N(C2=N1)C1CNCCC1)=O)C1=CC=C(C=C1)C(=O)N1CC2=C(C=3C(=NC=CC3)N2CC2=C(C=C(C=C2)F)F)CC1 2-anilino-7-(4-{[9-(2,4-difluorobenzyl)-5,6,8,9-tetrahydro-7H-pyrido[4',3':4,5]pyrrolo[2,3-b]pyridin-7-yl]carbonyl}phenyl)-9-(3-piperidinyl)-7,9-dihydro-8H-purin-8-one dihydrochloride